C(C)(C)(C)OC(=O)N1C[C@@H]2COC3=C(CN2CC1)C=C(C(=C3C#C[Si](C)(C)C)C3=C(C=CC=C3C)OC)F (12AR)-8-fluoro-9-(2-methoxy-6-methylphenyl)-10-[(trimethylsilyl)ethynyl]-3,4,12,12a-tetrahydro-6H-pyrazino[2,1-c][1,4]benzooxazepine-2(1H)-carboxylic acid tert-butyl ester